2-ethyl-9,10-bis(n-hexyloxycarbonyloxy)anthracene C(C)C1=CC2=C(C3=CC=CC=C3C(=C2C=C1)OC(=O)OCCCCCC)OC(=O)OCCCCCC